C(#N)C1=CC=C(C=C1)N1CC2(C1)CCN(CC2)C(=O)OC(C)(C)C tert-butyl 2-(4-cyanophenyl)-2,7-diazaspiro[3.5]nonane-7-carboxylate